(R)-9-((3-((4-amino-5-methoxypentyl)oxy)naphthalen-2-yl)methyl)-9H-purin-6-amine N[C@H](CCCOC=1C(=CC2=CC=CC=C2C1)CN1C2=NC=NC(=C2N=C1)N)COC